[Cl-].Cl[Si](C)(C)C[N+]1=CC(=CC=C1)C 1-{(chlorodimethylsilyl)methyl}-3-methylpyridinium chloride